O1C(=NC2=C1C=CC=C2)C2=C(C(=C(C(=C2C2=CC=C(C=C2)N2C1=CC=C(C=C1C=1C=C(C=CC21)C)C)C2=CC=C(C=C2)N2C1=CC=C(C=C1C=1C=C(C=CC21)C)C)C2=CC=C(C=C2)N2C1=CC=C(C=C1C=1C=C(C=CC21)C)C)C2=CC=C(C=C2)N2C1=CC=CC=C1C=1C=C(C=CC21)C)C#N 4'-(benzo[d]oxazol-2-yl)-4-(3,6-dimethyl-9H-carbazol-9-yl)-5',6'-bis(4-(3,6-dimethyl-9H-carbazol-9-yl)phenyl)-4''-(3-methyl-9H-carbazol-9-yl)-[1,1':2',1''-terphenyl]-3'-carbonitrile